8-(3-chloro-2-fluorophenyl)-6-[(2,4-dimethoxyphenyl)methyl]-8-methyl-2-(methylsulfanyl)-7,8-dihydropyrido[4,3-d]pyrimidin-5(6H)-one ClC=1C(=C(C=CC1)C1(CN(C(C2=C1N=C(N=C2)SC)=O)CC2=C(C=C(C=C2)OC)OC)C)F